C(C)[C@@H]1C[C@@H](CN1)C=O (3S,5R)-5-ethyl-pyrrolidine-3-carbaldehyde